(E)-3-(4-((4-(methylamino)-5-(trifluoromethyl)pyrimidin-2-yl)amino)-1H-indazol-6-yl)-1-morpholinoprop-2-en-1-one CNC1=NC(=NC=C1C(F)(F)F)NC1=C2C=NNC2=CC(=C1)/C=C/C(=O)N1CCOCC1